sodium ferric pyrophosphate vanadium phosphate P(=O)([O-])([O-])[O-].[V+5].[O-]P([O-])(=O)OP(=O)([O-])[O-].[Fe+3].[Na+]